4-[4-[3-(4-Butylphenyl)prop-2-enoyl]phenyl]butanoic acid C(CCC)C1=CC=C(C=C1)C=CC(=O)C1=CC=C(C=C1)CCCC(=O)O